C1=NC=CC=2NC=3C=C(C=CC3C21)CCC(=O)NCCOCCOCCOCCOCCC(=O)NCC=2C=CC=1N(C3=CC=CC=C3OC1C2)CCCNS(=O)(=O)C2=CC=C(C=C2)OC(F)(F)F 1-(3-(5H-pyrido[4,3-b]indol-7-yl)propanamido)-N-((10-(3-((4-(trifluoromethoxy)phenyl)sulfonamido)propyl)-10H-phenoxazin-3-yl)methyl)-3,6,9,12-tetraoxapentadecan-15-amide